NC1=C(C=CC(=C1)S(=O)(=O)N(C)C)S(=O)(=O)NC1=C(C=CC=C1)N1CCCCC1 2-amino-N4,N4-dimethyl-N1-(2-(piperidin-1-yl)phenyl)benzene-1,4-disulfonamide